N1(CCCC1)C=1C2=C(N=C(N1)C(CCCC)O)CCCN2 1-(4-Pyrrolidin-1-yl-5,6,7,8-tetrahydropyrido[3,2-d]pyrimidin-2-yl)pentan-1-ol